1-(tert-butyl) 2-methyl (2S,4S)-4-(2-nitrophenoxy)-5-oxopyrrolidine-1,2-dicarboxylate [N+](=O)([O-])C1=C(O[C@H]2C[C@H](N(C2=O)C(=O)OC(C)(C)C)C(=O)OC)C=CC=C1